(2R,3S,4S)-4-hydroxy-2-[(4-methoxyphenyl)methyl]pyrrolidin-3-yl propanoate C(CC)(=O)O[C@H]1[C@H](NC[C@@H]1O)CC1=CC=C(C=C1)OC